BrCC1CN(CCC1)C1=NC2=C(C(=CC=C2C(=C1)N1C=NC=C1)Cl)Cl 2-(3-(bromomethyl)piperidin-1-yl)-7,8-dichloro-4-(1H-imidazol-1-yl)quinoline